(4,4-difluoro-2,8-diazaspiro[4.5]decan-8-yl)(2,3-dihydro-1H-pyrrolo[1,2-a]indol-9-yl)methanone formate C(=O)O.FC1(CNCC12CCN(CC2)C(=O)C2=C1N(C=3C=CC=CC23)CCC1)F